racemic-2-(methylthio)-7-(tetrahydro-2H-pyran-3-yl)-7H-pyrrolo[2,3-d]pyrimidine-6-carboxylic acid methyl ester COC(=O)C1=CC2=C(N=C(N=C2)SC)N1[C@H]1COCCC1 |r|